FC(C1=NN(C(=N1)N)C1=CC=C(C=C1)Br)F 3-difluoromethyl-5-amino-1-(4-bromophenyl)-1,2,4-triazole